[(6-{4-fluoro-2-[2-(1,3,5-trimethyl-1H-pyrazol-4-yl)ethoxy]phenyl}imidazo[1,2-a]pyridin-3-yl)methyl](methyl)amine FC1=CC(=C(C=C1)C=1C=CC=2N(C1)C(=CN2)CNC)OCCC=2C(=NN(C2C)C)C